FC1=CC(=C(C=C1F)[C@@H](N)C=1NC2=CC=CC=C2C1)OC (R)-(4,5-difluoro-2-methoxyphenyl)(1H-indole-2-yl)methaneamine